tert-butyl 6-(2-ethoxy-2-oxo-ethyl)-2-azaspiro[3.3]heptane-2-carboxylate C(C)OC(CC1CC2(CN(C2)C(=O)OC(C)(C)C)C1)=O